(S)-5-(2-(3-(ethoxymethyl)-3-(2-(5-fluorothiophen-2-yl)ethyl)pyrrolidin-1-yl)propan-2-yl)-2-methylpyridine C(C)OC[C@@]1(CN(CC1)C(C)(C)C=1C=CC(=NC1)C)CCC=1SC(=CC1)F